C(CCCCCCCCCC(C)C)S(=O)(=O)O isotridecyl-sulfonic acid